4-bromo-1,1':2,1''-terphenyl BrC=1C=C(C(=CC1)C1=CC=CC=C1)C1=CC=CC=C1